(2-(nicotinoyloxy)ethyl)triphenyl-phosphonium trifluoroacetate FC(C(=O)[O-])(F)F.C(C1=CN=CC=C1)(=O)OCC[P+](C1=CC=CC=C1)(C1=CC=CC=C1)C1=CC=CC=C1